4-[5-chloro-2-(4-chloro-1H-1,2,3-triazol-1-yl)phenyl]-6-methoxypyrimidine ClC=1C=CC(=C(C1)C1=NC=NC(=C1)OC)N1N=NC(=C1)Cl